4-(4-(benzo[d]thiazol-5-ylamino)-7-fluoroquinolin-6-yl)-3-fluorobenzamide S1C=NC2=C1C=CC(=C2)NC2=CC=NC1=CC(=C(C=C21)C2=C(C=C(C(=O)N)C=C2)F)F